C1(=CC=CC=C1)N=[N-] phenyliminoamide